BrC=1C(=CC(=NC1)C(C)(C)C)CNCC(F)(F)F N-((5-bromo-2-(tert-butyl)pyridin-4-yl)methyl)-2,2,2-trifluoroethan-1-amine